CC=1N=C(SC1C1=CC(=NC=C1)C(C(F)(F)F)(C)C)C1N(CCC1)C(=O)N (4-methyl-5-(2-(1,1,1-trifluoro-2-methylpropan-2-yl)pyridin-4-yl)thiazol-2-yl)pyrrolidine-1-carboxamide